ClC=1C(=CC(=C(C1)S(=O)(=O)N(C=1SC=CN1)CC1=C(C=C(C=C1)OC)OC)F)N[C@@H](C)C1=CC=C(C=C1)Cl (S)-5-chloro-4-((1-(4-chlorophenyl)ethyl)amino)-N-(2,4-dimethoxybenzyl)-2-fluoro-N-(thiazol-2-yl)benzenesulfonamide